tert-butyl (S)-(1-((4-(3-(hydroxymethyl)pyridin-4-yl)-3-methoxyphenyl)amino)-1-oxo-3,3-diphenylpropan-2-yl)carbamate OCC=1C=NC=CC1C1=C(C=C(C=C1)NC([C@H](C(C1=CC=CC=C1)C1=CC=CC=C1)NC(OC(C)(C)C)=O)=O)OC